tert-butyl 1-[2-(4-{[(tert-butoxy)carbonyl]amino}piperidin-1-yl)ethyl]-6-chloro-3-[3-(naphthalen-1-yloxy)propyl]-7-(1,3,5-trimethyl-1H-pyrazol-4-yl)-1H-indole-2-carboxylate C(C)(C)(C)OC(=O)NC1CCN(CC1)CCN1C(=C(C2=CC=C(C(=C12)C=1C(=NN(C1C)C)C)Cl)CCCOC1=CC=CC2=CC=CC=C12)C(=O)OC(C)(C)C